C1(=CC=CC=C1)C#CC(=O)N1CCNCC1 3-phenyl-1-(piperazin-1-yl)prop-2-yn-1-one